O1COC2=C1C=CC(=C2)C[C@@H](C)N(C(OC(C)(C)C)=O)C tert-butyl (R)-(1-(benzo[d][1,3]dioxol-5-yl) propan-2-yl)(methyl)carbamate